Cl.NC1(CCN(CC1)C1=NC(=CC(=N1)NC1=NNC(=C1)C)C)C 2-(4-amino-4-methylpiperidin-1-yl)-6-methyl-N-(5-methyl-1H-pyrazol-3-yl)pyrimidin-4-amine hydrochloride